7-bromo-1,4-heptadiyne BrCCC#CCC#C